CC1=NOC2=C1C=C(C=C2)C(=O)NC2=C(C=C(C=C2)N2CCOCC2)NCCC methyl-N-(4-morpholino-2-(propylamino)phenyl)benzo[d]isoxazole-5-carboxamide